[N-](S(=O)(=O)C(F)(F)F)S(=O)(=O)C(F)(F)F.C(C(=C)C)(=O)OCC[N+](C)(C)C [2-(methacryloyloxy)ethyl]trimethylammonium bistrifluoromethanesulfonimide salt